COC(=O)C1=CC=C(C=C1)P([O-])([O-])=O.[Na+].[Na+].C(C)(=O)NC=1N=C2N(N=C(C=C2)C=2C=C(C(=NC2C)OC[2H])C(=O)NCC2=C(C=CC=C2)OC(F)(F)F)C1 5-{2-acetamidoimidazo[1,2-b]pyridazin-6-yl}-2-(deutero)methoxy-6-methyl-N-{[2-(trifluoromethoxy)phenyl]methyl}pyridine-3-carboxamide disodium (4-methoxycarbonylphenyl)phosphonate